NC1=NC=CC=C1C1=NC=2C(=NC(=CC2)C2=CC=CC=C2)N1C1=CC=C(CN2CCC(CC2)N(C=2C(C(C2OC)=O)=O)C)C=C1 3-((1-(4-(2-(2-Aminopyridin-3-yl)-5-phenyl-3H-imidazo[4,5-b]pyridin-3-yl)benzyl)piperidin-4-yl)(methyl)amino)-4-methoxycyclobut-3-ene-1,2-dione